N-[(1R)-1-(1-methylazetidin-3-yl)ethyl]-8-[4-(trifluoromethyl)phenyl]quinoline-3-carboxamide CN1CC(C1)[C@@H](C)NC(=O)C=1C=NC2=C(C=CC=C2C1)C1=CC=C(C=C1)C(F)(F)F